Cyclobutyl(2-(6-(2-ethyl-5-fluoro-4-hydroxyphenyl)-1H-indazol-3-yl)pyrrolo[3,4-d]imidazol-5(1H,4H,6H)-yl)ketone C1(CCC1)C(=O)N1CC=2NC(=NC2C1)C1=NNC2=CC(=CC=C12)C1=C(C=C(C(=C1)F)O)CC